ClC1=CC(=CC2=C1OCC(N2C)=O)[N+](=O)[O-] 8-Chloro-4-methyl-6-nitro-2H-benzo[b][1,4]oxazin-3(4H)-one